1-hydroxy-4-methyl-6-undecyl-pyridin-2-one ON1C(C=C(C=C1CCCCCCCCCCC)C)=O